COC(C)COC 2,3-dimethoxypropan